(4R,5S)-5-amino-4-(3-(aminomethyl)phenyl)-7-ethyl-1-phenyl-1,4,5,7-tetrahydro-6H-pyrazolo[3,4-b]pyridin-6-one N[C@H]1[C@@H](C2=C(N(C1=O)CC)N(N=C2)C2=CC=CC=C2)C2=CC(=CC=C2)CN